(E)-2-(3-(2-(7-hydroxy-2-oxo-2H-benzopyran-3-yl)vinyl)-5,5-dimethylcyclohex-2-en-1-ylidene)malononitrile OC1=CC2=C(C=C(C(O2)=O)/C=C/C2=CC(CC(C2)(C)C)=C(C#N)C#N)C=C1